1,4-bis(chloromethoxy)butane (2S)-2-methylbutanoate C[C@H](C(=O)O)CC.ClCOCCCCOCCl